FC=1C=C(C=CC1F)NC1=CC=C(C=C1)C1=CC=C(NC2=CC(=C(C=C2)F)F)C=C1 N,N'-bis(3,4-difluorophenyl)benzidine